PHENYLETHANOLAMINE NCC(O)C1C=CC(Cl)=C(Cl)C=1